BrC=1C=C2CNC(NC2=CC1)=O 6-bromo-3,4-dihydroquinazolin-2(1H)-one